BrC=1C=CC(=C(O\C(\C(=O)OC)=C/OC)C1)C methyl (3Z)-2-(5-bromo-2-methylphenoxy)-3-methoxyacrylate